cerous palmitate C(CCCCCCCCCCCCCCC)(=O)[O-].[Ce+3].C(CCCCCCCCCCCCCCC)(=O)[O-].C(CCCCCCCCCCCCCCC)(=O)[O-]